FC1(CN(CCC1NC)C1=CC=CC=2N(C(N(C21)C)=O)C2C(NC(CC2)=O)=O)F 3-[4-[3,3-difluoro-4-(methylamino)-1-piperidyl]-3-methyl-2-oxo-benzimidazol-1-yl]piperidine-2,6-dione